C(=O)OC1CCNCC1 piperidin-4-ol formate